ClC=1C=C(C=CC1CS(=O)(=O)C)C1=C(NC(=C1CC)C1=CC=CC=C1)C(=O)O 3-(3-chloro-4-((methylsulfonyl)methyl)phenyl)-4-ethyl-5-phenyl-1H-pyrrole-2-carboxylic acid